ClC1=C(C#N)C=C(C(=C1)O)C1=C(C=CC(=C1)C(F)(F)F)F 2-chloro-5-[2-fluoro-5-(trifluoromethyl)phenyl]-4-hydroxybenzonitrile